1-((((2R,3S)-3-(3,3-difluorobutyl)-2-fluoro-5-(3-fluorophenyl)-7-(methylthio)-1,1-dioxido-2,3,4,5-tetrahydrobenzo[b][1,4]thiazepin-8-yl)oxy)methyl)cyclopropane-1-carboxylic acid FC(CC[C@H]1CN(C2=C(S([C@H]1F)(=O)=O)C=C(C(=C2)SC)OCC2(CC2)C(=O)O)C2=CC(=CC=C2)F)(C)F